C(#C)C1=NC(=CC=C1)OC(C)C 2-ethynyl-6-isopropoxypyridine